ClC=1C=C(C=C(C1)Cl)C1=NC(=CC(=C1)CN1CCC(CC1)OCC(=O)O)OC=1C=NC(=NC1)N1CCNCC1 2-((1-((2-(3,5-dichlorophenyl)-6-((2-(piperazin-1-yl)pyrimidin-5-yl)oxy)pyridin-4-yl)methyl)piperidin-4-yl)oxy)acetic acid